C(C)(C)(C)OC(=O)NC1(CC2=CC(=CC=C2CC1)OC1=C(C=CC=C1)C1=C(C(=C(C(=C1F)F)F)F)F)C(=O)OC methyl 2-((tert-butoxycarbonyl)amino)-7-((2',3',4',5',6'-pentafluoro-[1,1'-biphenyl]-2-yl)oxy)-1,2,3,4-tetrahydronaphthalene-2-carboxylate